CC1(C(C(C1N)(C)C)O)C 2,2,4,4-tetramethyl-3-amino-cyclobutanol